3-((4-(4-((2-(5-((5-chloro-4-(3-cyclopropylpiperidin-1-yl)pyrimidin-2-yl)amino)pyridin-3-yl)-1-oxo-2,8-diazaspiro[4.5]decan-8-yl)methyl)piperidin-1-yl)phenyl)amino)piperidine-2,6-dione ClC=1C(=NC(=NC1)NC=1C=C(C=NC1)N1C(C2(CC1)CCN(CC2)CC2CCN(CC2)C2=CC=C(C=C2)NC2C(NC(CC2)=O)=O)=O)N2CC(CCC2)C2CC2